COCC1=NN2C(S1)=NC(=C2CN2CC(=CC2=O)[C@H]2[C@@H](C2)C(F)(F)F)C(F)(F)F 1-[[2-(methoxymethyl)-6-(trifluoromethyl)imidazo[2,1-b][1,3,4]-thiadiazol-5-yl]methyl]-3-[(1R,2R)-2-(trifluoromethyl)cyclopropyl]-2H-pyrrol-5-one